4''-(3-methyl-9H-carbazol-9-yl)-4'-(pyridin-4-yl)-[1,1':2',1''-terphenyl]-3'-carbonitrile CC=1C=CC=2N(C3=CC=CC=C3C2C1)C1=CC=C(C=C1)C1=C(C=CC(=C1C#N)C1=CC=NC=C1)C1=CC=CC=C1